1-bromo-4-(but-3-en-1-yl)benzene BrC1=CC=C(C=C1)CCC=C